2-butenylpropyldipropylammonium hydroxide [OH-].C(=CCC)C(C[NH+](CCC)CCC)C